4-[2-[(2R,3R)-3-(2,5-difluorophenyl)-3-hydroxy-4-(1,2,4-triazol-1-yl)butan-2-yl]-1,3-thiazol-4-yl]benzonitrile FC1=C(C=C(C=C1)F)[C@]([C@@H](C)C=1SC=C(N1)C1=CC=C(C#N)C=C1)(CN1N=CN=C1)O